N6-((2-AZIDOETHOXY)CARBONYL)-LYSIN N(=[N+]=[N-])CCOC(=O)NCCCC[C@H](N)C(=O)O